2-(1,3-oxazol-5-yl)-1-(5-{[4-(trifluoromethyl)phenyl]amino}-1,2,3,4-tetrahydroisoquinolin-2-yl)ethan-1-one O1C=NC=C1CC(=O)N1CC2=CC=CC(=C2CC1)NC1=CC=C(C=C1)C(F)(F)F